N1C=CC2=CC=C(C=C12)C1=CC(=NC(=N1)N)C=1N=NN(C1)CC1=NC(=CC=C1)COC 6-(1H-indol-6-yl)-4-(1-{[6-(methoxymethyl)-2-pyridinyl]methyl}-1H-1,2,3-triazol-4-yl)-2-pyrimidinylamine